2-amino-N-(2,6-dioxopiperidin-3-yl)-5-methoxythiazole-4-carboxamide hydrochloride Cl.NC=1SC(=C(N1)C(=O)NC1C(NC(CC1)=O)=O)OC